17α,21-dihydroxypregn-1,4-diene-3,11,20-trione O[C@]1(C(CO)=O)CC[C@H]2[C@@H]3CCC4=CC(C=C[C@]4(C)[C@H]3C(C[C@]12C)=O)=O